benzyl 2-(benzyloxy)-4-(N-(4-cyclohexylbenzyl)-2,2,2-trifluoroacetamido)-5-fluorobenzoate C(C1=CC=CC=C1)OC1=C(C(=O)OCC2=CC=CC=C2)C=C(C(=C1)N(C(C(F)(F)F)=O)CC1=CC=C(C=C1)C1CCCCC1)F